(S)-1'-(8-iodo-[1,2,4]triazolo[4,3-C]pyrimidin-5-yl)-5,7-dihydrospiro[cyclopenta[b]pyrazin-6,4'-piperidin]-5-amine IC=1C=2N(C(=NC1)N1CCC3(CC1)[C@@H](C=1C(=NC=CN1)C3)N)C=NN2